(4-(2,6-dioxopiperidin-3-yl)-2-fluorophenyl)-7-azaspiro[3.5]nonane-2-carbaldehyde O=C1NC(CCC1C1=CC(=C(C=C1)C1C(CC12CCNCC2)C=O)F)=O